[2-[12-[3-[2-(dimethylamino)ethyl]-5-methoxy-indol-1-yl]-3,10-dimethyl-12-oxo-dodecanoyl]oxy-3-hexadecanoyloxy-propyl] hexadecanoate C(CCCCCCCCCCCCCCC)(=O)OCC(COC(CCCCCCCCCCCCCCC)=O)OC(CC(CCCCCCC(CC(=O)N1C=C(C2=CC(=CC=C12)OC)CCN(C)C)C)C)=O